O=C1NC(CCC1N1C(C2=CC=CC(=C2C1)N(CCCCNC(OC(C)(C)C)=O)CCCCNC(OC(C)(C)C)=O)=O)=O di-tert-butyl (((2-(2,6-dioxopiperidin-3-yl)-1-oxoisoindolin-4-yl)azanediyl)bis(butane-4,1-diyl))dicarbamate